2-[2-hydroxy-5-(methacryloxyethyl)phenyl]benzotriazole OC1=C(C=C(C=C1)CCOC(C(=C)C)=O)N1N=C2C(=N1)C=CC=C2